O1CCN(CC1)CC morpholinoethane